NC1=NC2=CC(=CC(=C2C=C1Cl)F)OCC1=C[C@H]([C@@H]([C@@H]1O)O)N1C=NC(=CC1=O)C 3-((1R,4R,5S)-3-(((2-amino-3-chloro-5-fluoroquinolin-7-yl)oxy)methyl)-4,5-dihydroxycyclopent-2-en-1-yl)-6-methylpyrimidin-4(3H)-one